2,8-diazaspiro[4.5]Decane-2,3-dicarboxylic acid 2-(tert-butyl) 3-methyl ester COC(=O)C1N(CC2(C1)CCNCC2)C(=O)OC(C)(C)C